(S)-1-((2R,4S)-4-([1,1'-biphenyl]-3-yl)piperidine-2-carbonyl)-N-((6-amino-2-methylpyridin-3-yl)methyl)azetidine-2-carboxamide bis-trifluoroacetate FC(C(=O)O)(F)F.FC(C(=O)O)(F)F.C1(=CC(=CC=C1)[C@@H]1C[C@@H](NCC1)C(=O)N1[C@@H](CC1)C(=O)NCC=1C(=NC(=CC1)N)C)C1=CC=CC=C1